CC(CCCO)CC 4-methyl-1-hexanol